2-(azepan-1-yl)-N-(3-isopropylsulfonylphenyl)-5-(trifluoromethyl)-pyridine-3-carboxamide N1(CCCCCC1)C1=NC=C(C=C1C(=O)NC1=CC(=CC=C1)S(=O)(=O)C(C)C)C(F)(F)F